6-(6-(1-(2,2-difluoro-1-(4-fluorophenyl)propyl)-3-fluoro-1H-pyrazol-4-yl)pyridin-2-yl)-8-fluoro-[1,2,4]triazolo[1,5-a]pyridin-2-amine FC(C(C1=CC=C(C=C1)F)N1N=C(C(=C1)C1=CC=CC(=N1)C=1C=C(C=2N(C1)N=C(N2)N)F)F)(C)F